ClC1=C(C=C(C=C1)F)NC1=NC=C(C(=O)NC)C=C1NC1=NC=CC2=C(C=CC=C12)Cl 6-((2-chloro-5-fluorophenyl)amino)-5-((5-chloroisoquinolin-1-yl)amino)-N-methylnicotinamide